(S)-2-(1-(9H-purin-6-ylamino)propyl)-3-(3-fluorophenyl)-4H-Chromene N1=CN=C2NC=NC2=C1N[C@@H](CC)C=1OC2=CC=CC=C2CC1C1=CC(=CC=C1)F